[Si](C)(C)(C(C)(C)C)OCC1=C2C=CN(C2=C(C=C1C1C(C1)(F)F)C)C(=O)OC(C)(C)C tert-butyl 4-(((tert-butyldimethylsilyl)oxy)methyl)-5-(2,2-difluorocyclopropyl)-7-methyl-1H-indole-1-carboxylate